2-Benzyl-4-methyl-N-((R)-2-methyl-3-oxo-3-(((S)-11-oxo-2,3,10,11-tetrahydro-1H,5H-benzo[d]pyrazolo[1,2-a][1,2]diazepin-10-yl)amino)propyl)thiazol-5-carboxamid C(C1=CC=CC=C1)C=1SC(=C(N1)C)C(=O)NC[C@H](C(N[C@H]1C2=C(CN3N(C1=O)CCC3)C=CC=C2)=O)C